OC=1C(=C(C(=O)C2=CC=C(C=C2)OC(C)(C)C)C=CC1OCCCC)O dihydroxy-4-n-butoxy-4'-tert-butoxybenzophenone